tert-butyl (1R,2S,5S)-2-{[(2S)-4-(benzyloxy)-3-oxo-1-[(3S)-2-oxopyrrolidin-3-yl]butan-2-yl]carbamoyl}-6,6-dimethyl-3-azabicyclo[3.1.0]hexane-3-carboxylate C(C1=CC=CC=C1)OCC([C@H](C[C@H]1C(NCC1)=O)NC(=O)[C@@H]1[C@H]2C([C@H]2CN1C(=O)OC(C)(C)C)(C)C)=O